(R)-4-fluoro-1,3-dihydrospiro[indene-2,4'-piperidine]-1-amine dihydrochloride Cl.Cl.FC1=C2CC3(CCNCC3)[C@H](C2=CC=C1)N